N1C=CC2=C(C=CC=C12)CN1C(C(=CC(=C1)C(=O)N[C@H]1[C@@H](C1)CCO)C(=O)NC)=O |r| (+/-)-1-((1H-indol-4-yl)methyl)-N5-((trans)-2-(2-hydroxyethyl)cyclopropyl)-N3-methyl-2-oxo-1,2-dihydropyridine-3,5-dicarboxamide